perfluoro-2,5-dimethyl-3,6-dioxanonane ammonium [NH4+].FC(C(OC(C(OC(C(C(F)(F)F)(F)F)(F)F)(C(F)(F)F)F)(F)F)(C(F)(F)F)F)(F)F